(+-)-3-(4-ISOPROPYLPHENYL)-2-METHYLPROPANAL C(C)(C)C1=CC=C(C=C1)C[C@H](C=O)C |r|